2-(difluoromethoxy)-4-(5-(2-hydroxy-2-methylpropyloxy)pyrazolo[1,5-a]pyridin-3-yl)-6-methoxybenzonitrile FC(OC1=C(C#N)C(=CC(=C1)C=1C=NN2C1C=C(C=C2)OCC(C)(C)O)OC)F